CC1=CC(=NN1C1=CC=C(C=C1)OC(F)(F)F)N1CCNC2(CC2)C1 7-[5-methyl-1-[4-(trifluoromethoxy)phenyl]pyrazol-3-yl]-4,7-diazaspiro[2.5]octane